S(=O)(=O)(O)CCC[N+](C)(C)CCOC(C(=C)C)=O 3-sulfopropyl-methacryloyloxyethyl-dimethyl-ammonium